C(#N)C1=CC=C2C(=CNC2=C1P(=O)(C)C)C1=NC(=NC=C1C(F)(F)F)N[C@@H]1[C@H](CCC1)NC(OC(C)(C)C)=O tert-butyl N-[(1S,2S)-2-[[4-(6-cyano-7-dimethylphosphoryl-1H-indol-3-yl)-5-(trifluoromethyl) pyrimidin-2-yl] amino]cyclopentyl]carbamate